1-(1-methyl-1H-pyrazolo[3,4-d]pyrimidin-4-yl)-N4-(2-(trifluoromethyl)imidazo[1,2-a]pyridin-5-yl)cyclohexane-1,4-diamine CN1N=CC=2C1=NC=NC2C2(CCC(CC2)NC2=CC=CC=1N2C=C(N1)C(F)(F)F)N